C(C1=CC=CC=C1)C1=C(OCCN2CCN(CC2)C)C=CC(=C1)C 1-(2-(2-benzyl-4-methylphenoxy)ethyl)-4-methylpiperazine